NC=1SC=CC1[C@@H]1[C@@H](CN(C1)CC1=CC=CC=C1)C(=O)OCC Ethyl (3S,4S)-4-(2-aminothiophen-3-yl)-1-benzylpyrrolidine-3-carboxylate